(1R,4s)-4-(8-(2,4-dichlorophenylamino)-2-((S)-1-hydroxypropan-2-ylamino)-9H-purin-9-yl)cyclohexanecarboxamide ClC1=C(C=CC(=C1)Cl)NC=1N(C2=NC(=NC=C2N1)N[C@H](CO)C)C1CCC(CC1)C(=O)N